O1[C@@]2(C(C=C1)O2)O (2r,5s)-cis-furanol oxide